dimethyl-dimethylsilylene(6-methyl-1,2,3,5-tetrahydro-s-indacen-5-yl)(cyclododecylamino)titanium CC([Si](=[Ti](NC1CCCCCCCCCCC1)C1C=2C=C3CCCC3=CC2C=C1C)C)C